6-Fluoro-N-(3-methoxycyclobutyl)-5-(4-((3-methyl-2-oxo-1,5,7,8-tetrahydro-2H-pyrano[4,3-b]pyridin-7-yl)methyl)piperazin-1-yl)picolinamide FC1=C(C=CC(=N1)C(=O)NC1CC(C1)OC)N1CCN(CC1)CC1CC=2NC(C(=CC2CO1)C)=O